2,4-bis[trichloromethyl]pyrimidine ClC(C1=NC=CC(=N1)C(Cl)(Cl)Cl)(Cl)Cl